(S)-N-(1-(azetidin-1-ylmethyl)cyclopropyl)-2-fluoro-2-(3-fluorophenyl)propanamide N1(CCC1)CC1(CC1)NC([C@](C)(C1=CC(=CC=C1)F)F)=O